N[C@H]1CN(CCC1)C(=O)C1=CC=2N(C=C1)C(=C(N2)C=2N(C1=CC(=CC=C1C2)F)CC2=CC=C(C=C2)OC)C (R)-(3-Aminopiperidin-1-yl)(2-(6-fluoro-1-(4-methoxybenzyl)-1H-indol-2-yl)-3-methylimidazo[1,2-a]pyridin-7-yl)methanone